2-(tert-butyl)-4-chloro-5-((4-(3-fluoropropoxy)-2-methylbenzyl)oxy)pyridazin-3(2H)-one C(C)(C)(C)N1N=CC(=C(C1=O)Cl)OCC1=C(C=C(C=C1)OCCCF)C